N-(3-((tert-butyldiphenylsilyl)oxy)-2-(3-(4-(trifluoromethyl)phenyl)-1H-pyrazolo[3,4-b]pyridin-1-yl)propyl)-2-fluoroacrylamide [Si](C1=CC=CC=C1)(C1=CC=CC=C1)(C(C)(C)C)OCC(CNC(C(=C)F)=O)N1N=C(C=2C1=NC=CC2)C2=CC=C(C=C2)C(F)(F)F